4'-thiocytidine [C@@H]1([C@H](O)[C@H](O)[C@@H](CO)S1)N1C(=O)N=C(N)C=C1